C(C)(C)(C)OC(=O)NC1CC(C1)N[C@@H](COC1=NC(=NC(=C1)C1=C(C=CC=C1C)C)NS(=O)(=O)C=1C=C(C(=O)O)C=CC1)CC1(CC1)C(F)(F)F 3-[[4-[(2R)-2-[[3-(tert-butoxycarbonylamino)cyclobutyl]amino]-3-[1-(trifluoromethyl)cyclopropyl]propoxy]-6-(2,6-dimethylphenyl)pyrimidin-2-yl]sulfamoyl]benzoic acid